COC1=CC=C2C3(CC=4C(=NOC4C2=C1)C(=O)OCC)CC3 ethyl 8'-methoxy-4'H-spiro[cyclopropane-1,5'-naphtho[2,1-d]isoxazole]-3'-carboxylate